3-(N-(4-chloro-2-(3,3-difluorocyclobutoxy)-5-(isothiazol-5-yl)phenyl)sulfamoyl)-4-cyclopropylbenzoic acid ClC1=CC(=C(C=C1C1=CC=NS1)NS(=O)(=O)C=1C=C(C(=O)O)C=CC1C1CC1)OC1CC(C1)(F)F